5-hydroxy-N-(isoxazol-4-yl)-1-methyl-2-(3-methyl-5-((tetrahydro-2H-pyran-4-yl)carbamoyl)phenyl)-6-oxo-1,6-dihydropyrimidine-4-carboxamide OC1=C(N=C(N(C1=O)C)C1=CC(=CC(=C1)C(NC1CCOCC1)=O)C)C(=O)NC=1C=NOC1